N(=NC1(CCCCC1)C#N)C1(CCCCC1)C#N 1,1'-Azobis(Cyclohexan-1-carbonitril)